C(C1=CC=CC=C1)C1CCN(CC1)CCNC(=O)C1(CC1)C N-(2-(4-benzylpiperidin-1-yl)ethyl)-1-methylcyclopropanecarboxamide